FC=1C=C(C=CC1F)C1=CC(=CC=C1)C[C@@H]1N(CCC[C@@H]1NS(=O)(=O)C)C(=O)OC methyl cis-2-((3',4'-difluorobiphenyl-3-yl)methyl)-3-((methylsulfonyl)amino)piperidine-1-carboxylate